C(C)C=1C(=C(N(C1C1=C2C(=NC=C1)NC=C2)COCC[Si](C)(C)C)C2=C(C=C(C=C2)C)F)C(=O)N 4-ethyl-2-(2-fluoro-4-methylphenyl)-5-(1H-pyrrolo[2,3-b]pyridin-4-yl)-1-{[2-(trimethylsilyl)ethoxy]methyl}-1H-pyrrole-3-carboxamide